CN1CC(N(CC1)C(=O)C1=C(C=C(C=C1)NC=1SC(=NN1)C)N1CCCC1)C1=CC=CC=C1 (4-methyl-2-phenylpiperazin-1-yl)-[4-[(5-methyl-1,3,4-thiadiazol-2-yl)amino]-2-pyrrolidin-1-ylphenyl]methanone